4-tert-butyl-2-(2-methoxyphenyl)oxazoline C(C)(C)(C)C1N=C(OC1)C1=C(C=CC=C1)OC